COCCOC=1C=CC(=NC1)C=1C=C(C=CC1)C(C(=O)O)(C)C 2-(3-(5-(2-methoxyethoxy)pyridin-2-yl)phenyl)-2-methylpropionic acid